4-((5-(5-(difluoromethyl)-1,3,4-oxadiazol-2-yl)pyridin-2-yl)methoxy)benzonitrile FC(C1=NN=C(O1)C=1C=CC(=NC1)COC1=CC=C(C#N)C=C1)F